N=1C=NN2C1C=C(C=C2)OC2=C(C(=C(C=C2)NC=2C1=C(N=CN2)C=CC(=N1)N1[C@H]2CN([C@@H](C1)CC2)C(=O)OC(C)(C)C)F)C tert-butyl (1R,4R)-5-(4-((4-([1,2,4]triazolo[1,5-a]pyridin-7-yloxy)-2-fluoro-3-methylphenyl)amino)pyrido[3,2-d]pyrimidin-6-yl)-2,5-diazabicyclo[2.2.2]octane-2-carboxylate